1,6,7-trichloroisoquinoline ClC1=NC=CC2=CC(=C(C=C12)Cl)Cl